(2R,3R)-2,3-bis[(4-methoxybenzoyl)oxy]Succinic acid COC1=CC=C(C(=O)O[C@@H](C(=O)O)[C@H](C(=O)O)OC(C2=CC=C(C=C2)OC)=O)C=C1